methyl N5-benzyl-N2-(tert-butoxycarbonyl)-N5-methyl-L-glutaminate C(C1=CC=CC=C1)N(C(CC[C@H](NC(=O)OC(C)(C)C)C(=O)OC)=O)C